trans-N,N'-1,4-cyclohexanediylbis[2-(4-chlorophenoxy)-acetamide] [C@H]1(CC[C@H](CC1)NC(COC1=CC=C(C=C1)Cl)=O)NC(COC1=CC=C(C=C1)Cl)=O